ClC1=C(N=C(S1)C)C=1C(=C(C=CC1)C[C@@H]1N(CC([C@@H]1NS(N(C)C)(=O)=O)(F)F)C(=O)C1(CCC1)O)F N'-[(2S,3R)-2-{[3-(5-chloro-2-methyl-1,3-thiazol-4-yl)-2-fluorophenyl]methyl}-4,4-difluoro-1-(1-hydroxycyclobutane-1-carbonyl)-pyrrolidin-3-yl]-N,N-dimethylsulfuric diamide